C=CC(CC\C=C/C)O (Z)-octa-1,6-dien-3-ol